C(CCCCCCCCCCC)OC(CCCCCCN(CCCN(CCCCCCC(=O)[O-])CCCCCCC(=O)OCCCCCCCCCCCCCCCCCCCCCC)CCCO)=C=O docosyl 7,7'-((3-((7-(dodecyloxy)-7-carbonylheptyl)(3-hydroxypropyl)amino)propyl)azanediyl)diheptanoate